BrC1=CC=CC(=N1)C=1N(C(=C(N1)C1=NC2=C(N1C)C=C1C(=C2)OC(C(O1)(F)F)(F)F)S(=O)(=O)CC)C 2-[2-(6-Bromopyridin-2-yl)-5-(ethylsulfonyl)-1-methyl-1H-imidazol-4-yl]-6,6,7,7-tetrafluoro-1-methyl-6,7-dihydro-1H-[1,4]dioxino[2,3-f]benzimidazol